N-(4-methoxyphenyl)-8-oxononanamide COC1=CC=C(C=C1)NC(CCCCCCC(C)=O)=O